1-hydroxyethyl-tributylimidazole chloride salt [Cl-].OC(C)C(CCC)C=1NC(=C(N1)CCCC)CCCC